C1(CC1)C(=O)NC1=CC(=C(N=N1)C(=O)NC([2H])([2H])[2H])NC1=C(C(=CC=C1)B1OC(C(O1)(C)C)(C)C)OC 6-(cyclopropanecarboxamido)-4-((2-methoxy-3-(4,4,5,5-tetramethyl-1,3,2-dioxaborolan-2-yl)phenyl)amino)-N-(methyl-d3)pyridazine-3-carboxamide